CS(=O)(=O)NC=1C=C(COC2=CC=C(C=C2)C=2C=C(C(NC2C(F)(F)F)=O)C(=O)N)C=CC1 5-(4-((3-(methylsulfonamido)benzyl)oxy)phenyl)-2-oxo-6-(trifluoromethyl)-1,2-dihydropyridine-3-carboxamide